1-(2-hydroxyphenyl)-2-methylpropan-1-one OC1=C(C=CC=C1)C(C(C)C)=O